(S)-N-(4-(3-amino-1-methyl-6-(6-oxohexahydropyrrolo[1,2-a]pyrazin-2(1H)-yl)-1H-pyrazolo[3,4-b]pyridin-4-yl)phenyl)-4-ethoxy-5'-fluoro-2-oxo-2H-[1,2'-bipyridine]-3-carboxamide NC1=NN(C2=NC(=CC(=C21)C2=CC=C(C=C2)NC(=O)C=2C(N(C=CC2OCC)C2=NC=C(C=C2)F)=O)N2C[C@H]1N(CC2)C(CC1)=O)C